2-Amino-6-methyl-7-oxo-6-((2,2,2-trifluoroethoxy)methyl)-4,5,6,7-tetrahydrobenzo[b]thiophene-3-carboxamide NC1=C(C2=C(S1)C(C(CC2)(COCC(F)(F)F)C)=O)C(=O)N